O1C=CN(C1)N [1,4]oxazolin-4-amine